2-[4-[(E)-3-(3-Hydroxy-4-methoxyphenyl)prop-2-enoyl]phenoxy]-N-methylacetamide OC=1C=C(C=CC1OC)/C=C/C(=O)C1=CC=C(OCC(=O)NC)C=C1